((2s,3s)-1-(5-chloro-4-(4-(4-(2,6-difluorobenzyl)-5-oxo-4,5-dihydro-1H-1,2,4-triazol-1-yl)-2-fluorophenoxy)pyridin-2-yl)-2-methylazetidin-3-yl)isoindoline-1,3-dione ClC=1C(=CC(=NC1)N1[C@H]([C@H](C1)N1C(C2=CC=CC=C2C1=O)=O)C)OC1=C(C=C(C=C1)N1N=CN(C1=O)CC1=C(C=CC=C1F)F)F